CN([C@@H](C(C)C)C(=O)N[C@@H](CS)C(=O)O)C(=O)OC(C)(C)C methyl-(t-butoxycarbonyl)-L-valyl-L-cysteine